tert-butyl (S)-5-amino-4-(5-(((1R,2S)-2-((4-cyanocyclohexyl)amino)cyclohexyl)methyl)-1-oxoisoindolin-2-yl)-5-oxopentanoate NC([C@H](CCC(=O)OC(C)(C)C)N1C(C2=CC=C(C=C2C1)C[C@@H]1[C@H](CCCC1)NC1CCC(CC1)C#N)=O)=O